C(=O)(O)C=1C=C(OC2=C(C(=C(C(=C2F)F)OC2=CC(=C(C=C2)C(=O)O)C(=O)O)F)F)C=CC1C(=O)O 1,4-bis(3,4-dicarboxyphenoxy)tetrafluorobenzene